N-(5-Chloro-1H-pyrrolo[2,3-b]pyridin-3-yl)-1-methyl-5-(trifluoromethyl)-1H-benzo[d]imidazol-2-amine ClC=1C=C2C(=NC1)NC=C2NC2=NC1=C(N2C)C=CC(=C1)C(F)(F)F